C12CN(CC(CC1)O2)[C@H]2[C@@H](CCC2)OC=2C=C1CN(C(C1=CC2)=O)C2C(NC(CC2)=O)=O 3-(5-(((1R,2R)-2-(8-oxa-3-azabicyclo[3.2.1]octan-3-yl)cyclopentyl)oxy)-1-oxoisoindolin-2-yl)piperidine-2,6-dione